(E)-5-phenylpent-3-enoic acid C1(=CC=CC=C1)C/C=C/CC(=O)O